CC1(C[C@H]([C@@H](C=C1C)C=1C(=CC(=CC1O)CCCCC)O)C(=C)C)O (1'R,2'R)-4',5'-dimethyl-4-pentyl-2'-(prop-1-en-2-yl)-1',2',3',4'-tetrahydro-[1,1'-biphenyl]-2,4',6-triol